P([O-])[O-] PHOSPHONIT